[O+](=[O+][O-])[O-] trioxygen oxide